(S)-7-chloro-1-methyl-N-(3-((1-methylpyrrolidin-2-yl)methoxy)-5-(trifluoromethyl)phenyl)-6-(pyrazolo[1,5-a]pyrazin-3-yloxy)-1H-imidazo[4,5-b]pyridin-2-amine ClC1=C2C(=NC=C1OC=1C=NN3C1C=NC=C3)N=C(N2C)NC2=CC(=CC(=C2)C(F)(F)F)OC[C@H]2N(CCC2)C